FC1=C(C(=CC=C1)F)CC1(C[C@@H]2[C@@H](CN(C2)CC(=O)C2=NC=C(C=C2)O)C1)O 2-[(3aR,5R,6aS)-5-[(2,6-difluorophenyl)methyl]-5-hydroxy-octahydrocyclopenta[c]pyrrol-2-yl]-1-(5-hydroxypyridin-2-yl)ethan-1-one